CN1C=NC2=C1C=C(C(=C2)B2OC(C(O2)(C)C)(C)C)C 1,6-dimethyl-5-(4,4,5,5-tetramethyl-1,3,2-dioxaborolan-2-yl)-1H-benzo[d]imidazole